ClC=1C=C2C(=C3C1NC(NC31CCCCC1)=O)OC(=N2)CN(CC2(COC2)C)C 5-chloro-2-({methyl[(3-methyloxetan-3-yl)methyl]amino}methyl)-7,8-dihydro-6H-spiro[[1,3]oxazolo[5,4-f]quinazoline-9,1'-cyclohexane]-7-one